zinc tetrakis-(4-pyridyl)porphyrin platinum (IV) [Pt+4].N1=CC=C(C=C1)C1=C2C=CC(C(=C3C=CC(=C(C=4C=CC(=C(C5=CC=C1N5)C5=CC=NC=C5)N4)C4=CC=NC=C4)N3)C3=CC=NC=C3)=N2.[Zn+2]